N-((S)-1-(2-Cyano-2-(((S)-2-oxopiperidin-3-yl)methyl)hydrazineyl)-4-methyl-1-oxopentan-2-yl)-4-methoxy-1H-indole-2-carboxamide C(#N)N(NC([C@H](CC(C)C)NC(=O)C=1NC2=CC=CC(=C2C1)OC)=O)C[C@H]1C(NCCC1)=O